6-[1-(2-Fluoro-6-methyl-phenyl)-piperidin-4-yl]-1-(1-methylcyclopropyl-methyl)-4-(2-trifluoromethyl-benzyl)-1,4,6,7-tetrahydro-pyrazolo[4,3-d]pyrimidin-5-one FC1=C(C(=CC=C1)C)N1CCC(CC1)N1C(N(C2=C(C1)N(N=C2)CC2(CC2)C)CC2=C(C=CC=C2)C(F)(F)F)=O